NC1=NC=C(C2=C1C(=NN2C)C2=CC=C(C=C2)NS(=O)(=O)CC)C=2C=NN(C2)CCCCCCC(=O)O 7-{4-[4-amino-3-(4-ethanesulfonamidophenyl)-1-methyl-1H-pyrazolo[4,3-c]pyridin-7-yl]-1H-pyrazol-1-yl}heptanoic acid